1-amino-3-benzyloxy-4-oxo-1,4-dihydropyridine-2-carboxamide NN1C(=C(C(C=C1)=O)OCC1=CC=CC=C1)C(=O)N